tri-potassium ethylenediamine tetraacetate C(C)(=O)ON(CCN(OC(C)=O)OC(C)=O)OC(C)=O.[K].[K].[K]